2-((1r,3r)-3-(5-(2-aminopropan-2-yl)pyridin-2-yl)cyclobutyl)-N-(2,4-dimethoxybenzyl)-7-methoxy-[1,2,4]triazolo[1,5-c]quinazolin-5-amine NC(C)(C)C=1C=CC(=NC1)C1CC(C1)C1=NN2C(=NC=3C(=CC=CC3C2=N1)OC)NCC1=C(C=C(C=C1)OC)OC